dimethyl-sulfonyl-4-hydroxyproline chloride zinc salt [Zn].CS(=O)(=O)[C@@]1(N(CC(C1)O)S(=O)(=O)C)C(=O)Cl